CC1OC2=C(C1)C=C(C=C2N=C(C2=CC=CC=C2)C2=CC=CC=C2)OC2=NC=C(C=C2)C(F)(F)F N-(2-Methyl-5-((5-(trifluoro-methyl)pyridin-2-yl)oxy)-2,3-dihydrobenzofuran-7-yl)-1,1-diphenylmethanimine